(5-bromo-3-methyl-2-pyridinyl)-1H-1,2,4-triazol-5-one BrC=1C=C(C(=NC1)N1NC=NC1=O)C